C(C1CO1)OC(C1=CC(=CC=C1)C=C)C methyl-m-vinylbenzyl glycidyl ether